COC=1C=CC=2N(C3=CC=C(C=C3C2C1)OC)CC1=CC=C(CB(O)O)C=C1 (4-((3,6-dimethoxy-9H-carbazole-9-yl)methyl)benzyl)boronic acid